5,6,7,8-tetrahydronaphthalene-1-sulfonamide C1(=CC=CC=2CCCCC12)S(=O)(=O)N